FC(C(=O)O)(F)F.ClC=1C=C(C=CC1F)NC(=O)C1CNCCC1 N-(3-chloro-4-fluorophenyl)piperidine-3-carboxamide trifluoroacetate salt